C(C)(=O)OC[C@H]1O[C@H]([C@@H](C1)OC(C)=O)N1C2=NC(=NC=C2N(C1=O)CC#C)N ((2S,4R,5R)-4-Acetoxy-5-(2-amino-8-oxo-7-(prop-2-yn-1-yl)-7,8-dihydro-9H-purin-9-yl)tetrahydrofuran-2-yl)methyl acetate